sulfonylcarbamic acid methyl ester COC(N=S(=O)=O)=O